2-(5-methylthiazol-2-yl)acetonitrile CC1=CN=C(S1)CC#N